2-[2-oxo-3-(4-pyrazolo[1,5-a]pyridin-3-ylphenyl)benzimidazol-1-yl]acetic acid O=C1N(C2=C(N1CC(=O)O)C=CC=C2)C2=CC=C(C=C2)C=2C=NN1C2C=CC=C1